N-(2-((Diisopropylamino)methyl)quinolin-8-yl)-4-(trifluoromethyl)benzenesulfonamide C(C)(C)N(C(C)C)CC1=NC2=C(C=CC=C2C=C1)NS(=O)(=O)C1=CC=C(C=C1)C(F)(F)F